4-mercapto-3,5-dimethoxybenzaldehyde SC1=C(C=C(C=O)C=C1OC)OC